NC1=NC=2C=NC(=CC2C2=C1COC2)C(=O)N2[C@H](COC[C@H]2C2=CC=C(C=C2)C(F)(F)F)CC(C)C (4-amino-1,3-dihydrofuro[3,4-c][1,7]naphthyridin-8-yl)((3S,5R)-3-isobutyl-5-(4-(trifluoromethyl)phenyl)morpholino)methanone